CN1N=NN(C1)C1=C(C(=CC=C1)C)CON=C(C)C1=CC(=CC=C1)C(F)(F)F 1-methyl-4-[3-methyl-2-[[1-[3-(trifluoromethyl)phenyl]-ethylideneamino]oxymethyl]phenyl]tetrazol